CN([C@@H]1CN(CC1)C=1C=NC(=NC1)C=1C=C(C(=O)N[C@@H](C=2NC3=CC=CC=C3C2)C2=C(C=CC(=C2)F)O)C=C(C1)C)C 3-[5-[(3S)-3-(dimethylamino)pyrrolidin-1-yl]pyrimidin-2-yl]-N-[(R)-(5-fluoro-2-hydroxy-Phenyl)-(1H-indol-2-yl)methyl]-5-methyl-benzamide